2,2,2-trifluoro-1-[4-(4,4,5,5-tetramethyl-1,3,2-dioxaborolan-2-yl)phenyl]ethylamine FC(C(C1=CC=C(C=C1)B1OC(C(O1)(C)C)(C)C)N)(F)F